C(CCCC)C=1C(N(C(SC1C1=CC=CC=C1)=S)C1=CC=C(C=C1)OC)O 5-pentyl-3-(4-methoxyphenyl)-4-hydroxy-6-phenyl-1,3-thiazine-2-thione